(R)-3-[4-[2-(2-methyltetrazol-5-yl)pyridin-5-yl]-3-fluorophenyl]-5-hydroxymethyl-oxazolidin-2-one phosphate P(=O)(O)(O)O.CN1N=C(N=N1)C1=NC=C(C=C1)C1=C(C=C(C=C1)N1C(O[C@H](C1)CO)=O)F